2-(2',5'-Difluoro-[1,1'-biphenyl]-4-yl)-N-methyl-N-(4-(methyl-d3)-5-(S-methyl-sulfonimidoyl)thiazol-2-yl)acetamide FC1=C(C=C(C=C1)F)C1=CC=C(C=C1)CC(=O)N(C=1SC(=C(N1)C([2H])([2H])[2H])S(=O)(=N)C)C